FC(C1=NN(C(=C1C(=O)N[C@@H](C)C1=CC=C(C(=O)O)C=C1)OC1=CC(=CC=C1)C(F)(F)F)C)F (S)-4-(1-(3-(difluoromethyl)-1-methyl-5-(3-(trifluoromethyl)phenoxy)-1H-pyrazole-4-carboxamido)ethyl)benzoic acid